FC(C(=O)NC=1C(=C(C(=C(C1)NC(C1=CC=CC=C1)=O)F)C)F)F N-(5-(2,2-difluoroacetamido)-2,4-difluoro-3-methylphenyl)benzamide